COC(=O)C1=CC=C(C=C1)C1=C(C(=CC=C1)N)C 3'-amino-2'-methyl-[1,1'-biphenyl]-4-carboxylic acid methyl ester